C(C)(=O)N([C@@H](C)C(=O)N[C@H](CCC(N)=O)C(=O)[O-])C1[C@H](N)[C@@H](O[C@@H](C(=O)O)C)[C@H](O)[C@H](O1)CO N-acetylmuramyl-L-alanyl-D-glutaminate